CC(CC#N)CCC1=CC=CC=C1 3-methyl-5-phenylpentanonitrile